tert-butyl 5-methoxy-4-((3-(4-(methoxycarbonyl)phenyl)-1-(2,2,2-trifluoroethyl)piperidin-4-yl)methyl)-7-methyl-1H-indole-1-carboxylate COC=1C(=C2C=CN(C2=C(C1)C)C(=O)OC(C)(C)C)CC1C(CN(CC1)CC(F)(F)F)C1=CC=C(C=C1)C(=O)OC